4-Methylcatechol CC=1C=C(C(O)=CC1)O